toluene-3,4-dithiol chloride [Cl-].CC1=CC(=C(C=C1)S)S